COC1=C(CNC2=NC=C3CCN(CC3=C2)C(=O)OC(C)(C)C)C=CC(=C1)OC tert-butyl 7-((2,4-dimethoxybenzyl)amino)-3,4-dihydro-2,6-naphthyridine-2(1H)-carboxylate